1-(3-fluoro-4-(4,4,5,5-tetramethyl-1,3,2-dioxaborolan-2-yl)phenyl)-N,N-dimethylpyrrolidin-3-amine FC=1C=C(C=CC1B1OC(C(O1)(C)C)(C)C)N1CC(CC1)N(C)C